C(#N)C1=CC(=C(C(=O)O)C=C1)OC1CC1 4-cyano-2-cyclopropoxybenzoic acid